O1CCN(CC1)C=1C=CC2=C(N(C(=N2)C#C[Si](C(C)C)(C(C)C)C(C)C)C2=CC=C(C=C2)NS(=O)(=O)C2=CC=CC=C2)C1 N-(4-(6-morpholino-2-((triisopropylsilyl)ethynyl)-1H-benzo[d]imidazol-1-yl)phenyl)benzenesulfonamide